FC(CN1N=CC=2C1=NC(=CN2)N2CCC1(CCN(C1)C=1N=NC(=CC1)C)CC2)F 8-(1-(2,2-difluoroethyl)-1H-pyrazolo[3,4-b]pyrazin-6-yl)-2-(6-methylpyridazin-3-yl)-2,8-diazaspiro[4.5]decane